O=C1NC(CC[C@@H]1C1=CC=CC2=C1C=C(O2)C#CCNC(OC(C)(C)C)=O)=O |o1:6| tert-butyl (R*)-(3-(4-(2,6-dioxopiperidin-3-yl)benzofuran-2-yl)prop-2-yn-1-yl)carbamate